CC(C)OC(C(C)(C)OC1=CC=C(C=C1)C(C1=CC=C(C=C1)Cl)=O)=O 2-[4-(4-chlorobenzoyl)phenoxy]-2-Methyl-propanoic acid 1-methylethyl ester